COCCOC1(C(C(=CC=C1)C(C(=O)[O-])=O)C)C 3-methoxyethoxy-2,3-dimethyl-phenylglyoxylate